2-((2,6-dichlorophenyl)(methyl)amino)-N-(5-(2-mercaptoacetylamino)pentyl)pyrimidine-5-carboxamide ClC1=C(C(=CC=C1)Cl)N(C1=NC=C(C=N1)C(=O)NCCCCCNC(CS)=O)C